5-morpholinopyrazine-2-carboxamide O1CCN(CC1)C=1N=CC(=NC1)C(=O)N